ClC=1C2=C(N=CN1)SC(=N2)SC 7-chloro-2-methylsulfanyl-thiazolo[5,4-d]pyrimidine